CN1N=NC=2C1=NC=C(C2C)[C@@H](CC(=O)O)C=2C=C(C1=C(C=CS1)C2)CN2CC1=C(C[C@@H](C2)CC)C=CC(=N1)O (3S)-3-(3,7-Dimethyl-3H-[1,2,3]triazolo[4,5-b]pyridin-6-yl)-3-(7-{[(6S)-6-ethyl-2-hydroxy-5,6,7,9-tetrahydro-8H-pyrido[2,3-c]azepin-8-yl]methyl}-1-benzothiophen-5-yl)propanoic acid